2-azidoethyl-2-oxo-benzyl-3-acetyl-beta-D-rhamnopyranosyl-(1→4) 2,3-di-oxo-benzoyl-6-oxo-benzyl-beta-D-glucopyranoside O=C1C(C(=O)[C@@]2([C@](O[C@]3([C@@H](O)[C@@](O)([C@H](O)[C@H](O3)C)C(C)=O)C(C3C(C=CC=C3)=O)CCN=[N+]=[N-])(O[C@@H]([C@H]([C@@H]2O)O)CO)CC2C=CC=CC2=O)O)=CC=CC1=O